1-BENZYL-4-ISOPROPYL-PYRROL-3-YLBORONIC ACID C(C1=CC=CC=C1)N1C=C(C(=C1)C(C)C)B(O)O